3-bromo-4-chloro-5-iodo-1,1'-biphenyl-amine BrC1=C(C(=CC(=C1Cl)I)C1=CC=CC=C1)N